tert-butyl 4-(3-fluoro-4-(7-((3-(4-fluoropiperidin-1-yl) propyl) carbamoyl) benzo[d]imidazo[2,1-b]thiazol-2-yl) phenyl)-4-hydroxypiperidine-1-carboxylate FC=1C=C(C=CC1C=1N=C2SC3=C(N2C1)C=CC(=C3)C(NCCCN3CCC(CC3)F)=O)C3(CCN(CC3)C(=O)OC(C)(C)C)O